FC(CN1C(=NC=2C1=NC(=CC2)C=2C=CN1N=C(N=CC12)N[C@H]1CNC[C@H]1F)C)F 5-(3-(2,2-difluoroethyl)-2-methyl-3H-imidazo[4,5-b]pyridin-5-yl)-N-((3S,4R)-4-fluoropyrrolidin-3-yl)pyrrolo[2,1-f][1,2,4]triazin-2-amine